NC1=C(C=2C=NC(=C(C2N1C1=C(C(=CC=C1C)OC)C)F)C1CC1)C#N 2-amino-6-cyclopropyl-7-fluoro-1-(3-methoxy-2,6-dimethylphenyl)-1H-pyrrolo[3,2-c]pyridine-3-carbonitrile